N-[(R)-1-(2-cyano-4-pyridyl)ethyl]-4-{(S)-1,7-diaza-7-spiro[4.4]nonyl}-5-(3,5-difluorophenyl)nicotinamide C(#N)C1=NC=CC(=C1)[C@@H](C)NC(C1=CN=CC(=C1N1C[C@]2(CCCN2)CC1)C1=CC(=CC(=C1)F)F)=O